C(C)(=O)OC=CS(=O)(=O)O sulfovinyl acetate